ethyl 4-((7-bromo-1-hydroxy-2,3-dihydro-1H-inden-1-yl)methyl)-6-chloro-2-(methylthio)pyrimidine-5-carboxylate BrC=1C=CC=C2CCC(C12)(O)CC1=NC(=NC(=C1C(=O)OCC)Cl)SC